methyl 1H-thieno[3,2-c]pyrazole-5-carboxylate N1N=CC2=C1C=C(S2)C(=O)OC